CC1CCC(NC1)C1=CC=2C(=NSN2)C=C1 5-(5-Methylpiperidin-2-yl)benzo[c][1,2,5]thiadiazole